C(C)(C)(C)OC(=O)N1C[C@H](CC1)N1N=C2C=CC(=CC2=C1CO)Br (S)-3-(5-bromo-3-(hydroxymethyl)-2H-indazol-2-yl)-pyrrolidine-1-carboxylic acid tert-butyl ester